C(C1=CC=CC=C1)OC1CCC=2C(=CC=C(C12)F)NCC 1-(benzyloxy)-N-ethyl-7-fluoro-2,3-dihydro-1H-inden-4-amine